(2S,Z)-2-benzyl-13-((Z)-heptadec-8-en-1-yl)-3,11,11-trimethyl-10,12,14-trioxa-3-aza-11-siladotriacont-23-en-1-ol C(C1=CC=CC=C1)[C@@H](CO)N(CCCCCCO[Si](OC(OCCCCCCCC\C=C/CCCCCCCC)CCCCCCC\C=C/CCCCCCCC)(C)C)C